ClC1=C2C(=NN(C2=CC=C1)S(=O)(=O)C1=CC=C(C=C1)C(C)(F)F)N1C2(CC2)C[C@H](C1)F 4-Chloro-1-[4-(1,1-difluoroethyl)phenyl]sulfonyl-3-[(6R)-6-fluoro-4-azaspiro[2.4]heptan-4-yl]indazole